4-chloro-5-((((S)-3-fluorotetrahydro-2H-pyran-3-yl)methyl)amino)-2-(4-((2S,5S)-5-isopropyltetrahydrofuran-2-yl)phenyl)pyridazin-3(2H)-one ClC=1C(N(N=CC1NC[C@@]1(COCCC1)F)C1=CC=C(C=C1)[C@H]1O[C@@H](CC1)C(C)C)=O